COC(C1CCC(CC1)OC1CCN(CC1)C1=NC=CC(=C1)C1=NN(C2=CC=C(C=C12)OC1(CC1)C)C1OCCCC1)OC 3-[2-[4-[4-(dimethoxymethyl)cyclohexoxy]-1-piperidyl]-4-pyridyl]-5-(1-methylcyclopropoxy)-1-tetrahydropyran-2-yl-indazole